1-(benzofuran-2-yl(1-butyl-1H-tetrazol-5-yl)methyl)-4-(4-methoxyphenyl)piperazine O1C(=CC2=C1C=CC=C2)C(N2CCN(CC2)C2=CC=C(C=C2)OC)C2=NN=NN2CCCC